[Na+].C(C)N(C1=CC(=CC(=C1)C)C)CC(CS(=O)(=O)[O-])O ethyl-N-(2-hydroxy-3-sulfopropyl)-3,5-dimethylaniline sodium salt